NC(CNC(C(=O)O)CC(C)C)C(C)C 2-(2-amino-3-methylbutylamino)-4-methylvaleric acid